C1(=CC=CC=C1)[C@@H]([C@H](C)OC(CC)=O)C propionic acid (2S,3S)-3-phenylbutan-2-yl ester